(2R,3R,11bR)-3-(2,2-dimethylpropyl)-10-methoxy-9-(1,2-oxazol-3-ylmethoxy)-1H,2H,3H,4H,6H,7H,11bH-pyrido[2,1-a]isoquinolin-2-ol CC(C[C@H]1[C@@H](C[C@H]2N(CCC3=CC(=C(C=C23)OC)OCC2=NOC=C2)C1)O)(C)C